C1(=CC=CC=C1)N(C1=CC=C(C=C1)C(C)=O)C1=CC=CC=C1 1-(4-Diphenylamino-phenyl)-ethanone